C(C)N(C(C1=CC(=CC=C1)C)=O)[C@H]1[C@H](C2=C(N(C1=O)CC)N(N=C2C)C2=CC=CC=C2)C2=CC=C(C=C2)F N-ethyl-N-[(4S,5S)-7-ethyl-4-(4-fluorophenyl)-3-methyl-6-oxo-1-phenyl-1H,4H,5H,6H,7H-pyrazolo[3,4-b]pyridin-5-yl]-3-methylbenzamide